CN(C)C(C)CCCCCC N,N-dimethyl-2-octylamine